2-(4-methylphenyl)-6,7-dihydrooxazolo[5,4-d]pyrrolo[1,2-a]pyrimidin-9(5H)-one CC1=CC=C(C=C1)C=1OC=2N=C3N(C(C2N1)=O)CCC3